FC(C1C2=CC=CC=C2OC=2C=CC=CC12)F 9-Difluoromethyl-xanthen